(2R,3S)-3-[3-fluoro-4-(morpholin-4-yl) phenyl]-benzyl 2,3-dihydroxypropionate O[C@@H](C(=O)OCC1=CC(=CC=C1)C1=CC(=C(C=C1)N1CCOCC1)F)CO